(S)-1-(4-(7-(6-amino-3-(trifluoromethyl)pyridin-2-yl)-6-chloro-2-((4-methyl-4-azaspiro[2.4]-heptan-5-yl)methoxy)quinazolin-4-yl)piperazin-1-yl)prop-2-en-1-one NC1=CC=C(C(=N1)C1=C(C=C2C(=NC(=NC2=C1)OC[C@H]1N(C2(CC2)CC1)C)N1CCN(CC1)C(C=C)=O)Cl)C(F)(F)F